Cl[Si](N([Si](Cl)(Cl)Cl)C(C)(C)C)(Cl)Cl 1,1,1,3,3,3-hexachloro-2-tert-butyldisilazane